(S)-2-amino-1-(5-nitropyridin-2-yl)ethanol NC[C@H](O)C1=NC=C(C=C1)[N+](=O)[O-]